ethyl (E)-3-(5-methylisoxazol-3-yl)acrylate CC1=CC(=NO1)/C=C/C(=O)OCC